N-(3-(2-(1-fluoroethyl)-7-(methylthio)-2,3-dihydro-[1,4]dioxino[2,3-c]pyridin-5-yl)-1H-pyrrolo[2,3-c]pyridin-5-yl)acetamide FC(C)C1OC2=C(C(=NC(=C2)SC)C2=CNC3=CN=C(C=C32)NC(C)=O)OC1